5-(methylamino)-6-(3-methylimidazo[4,5-c]pyridin-7-yl)-3-[4-(1-methylsulfonyl-cyclopropyl)anilino]pyrazine-2-carboxamide CNC=1N=C(C(=NC1C=1C2=C(C=NC1)N(C=N2)C)C(=O)N)NC2=CC=C(C=C2)C2(CC2)S(=O)(=O)C